O(C1=CC=CC=C1)C1=CC=C(C=C1)N1N=C2C(NCCC2N2C[C@H]3CC[C@@H](C2)N3C(C=C)=O)=C1C(=O)N 2-(4-phenoxyphenyl)-7-[(1R,5S)-8-(prop-2-enoyl)-3,8-diazabicyclo[3.2.1]octan-3-yl]-4,5,6,7-tetrahydro-2H-pyrazolo[4,3-b]pyridine-3-carboxamide